(R)-2-((1-(1-(naphthalen-1-yl)ethyl)piperidin-4-yl)(3-oxobutyl)amino)-N-(2-oxo-2-(prop-2-yn-1-ylamino)ethyl)acetamide C1(=CC=CC2=CC=CC=C12)[C@@H](C)N1CCC(CC1)N(CC(=O)NCC(NCC#C)=O)CCC(C)=O